ClC=1C(=NC=CC1C1=C(C(=CC=C1)NC1=C(C(=CC=C1)CNCCO)OC)Cl)C1=CC(=C(CNCC2CCC(N2)=O)C=C1)OC 5-(((4-(3-chloro-4-(2-chloro-3-((3-(((2-hydroxyethyl)amino)methyl)-2-methoxyphenyl)amino)phenyl)pyridin-2-yl)-2-methoxybenzyl)amino)methyl)pyrrolidin-2-one